(S)-6-(1-amino-1,3-dihydro-spiro[inden-2,4'-piperidin]-1'-yl)-3-(1-(2-hydroxy-5-methoxyphenyl)vinyl)-1,5-dihydro-4H-pyrazolo[3,4-d]pyrimidin-4-one N[C@@H]1C2=CC=CC=C2CC12CCN(CC2)C=2NC(C1=C(N2)NN=C1C(=C)C1=C(C=CC(=C1)OC)O)=O